((1R,2S,4R,5S)-5-(4-(3,4-difluorophenyl)-1H-imidazol-1-yl)bicyclo[2.2.1]hept-2-yl)carbamic acid benzyl ester C(C1=CC=CC=C1)OC(N[C@@H]1[C@H]2C[C@@H]([C@@H](C1)C2)N2C=NC(=C2)C2=CC(=C(C=C2)F)F)=O